4-[4-[(1R)-2-amino-1-hydroxyethyl]pyrazol-1-yl]-3-[2-methyl-6-[2-(trifluoromethyl)phenyl]pyrimidin-4-yl]oxybenzonitrile NC[C@H](O)C=1C=NN(C1)C1=C(C=C(C#N)C=C1)OC1=NC(=NC(=C1)C1=C(C=CC=C1)C(F)(F)F)C